CN(CCOC1=CC=C(C=N1)C1=NC(=C2C(=N1)N(N=C2)C2=CC=C(C=C2)F)NC(=O)C=2SC(=CC2)[N+](=O)[O-])C N-(6-(6-(2-(dimethylamino)ethoxy)pyridin-3-yl)-1-(4-fluorophenyl)-1H-pyrazolo[3,4-d]pyrimidin-4-yl)-5-nitrothiophene-2-carboxamide